3-(2-((4-(2-(4-chlorophenyl)-2,3-dihydrobenzo[b][1,4]dioxin-5-yl)piperidin-1-yl)methyl)-1-((1-ethyl-1H-imidazol-5-yl)methyl)-1H-imidazol-5-yl)propionic acid ClC1=CC=C(C=C1)C1COC2=C(O1)C=CC=C2C2CCN(CC2)CC=2N(C(=CN2)CCC(=O)O)CC2=CN=CN2CC